1-[2-[2-chloro-3-methyl-4-(4,4,5,5-tetramethyl-1,3,2-dioxaborolan-2-yl)phenoxy]ethyl]-4-methyl-piperazine ClC1=C(OCCN2CCN(CC2)C)C=CC(=C1C)B1OC(C(O1)(C)C)(C)C